3-[5-(Azetidin-3-yl)-1-oxo-3H-isoindol-2-yl]piperidine-2,6-dione N1CC(C1)C=1C=C2CN(C(C2=CC1)=O)C1C(NC(CC1)=O)=O